C(#N)C1=C(N=C2N(C1=O)C=C(C=C2[C@@H](C)NC2=C(C(=O)O)C=CC=C2)C)N2[C@@H](CC2)C 2-(((R)-1-(3-cyano-7-methyl-2-((R)-2-methylazetidin-1-yl)-4-oxo-4H-pyrido[1,2-a]pyrimidin-9-yl)ethyl)amino)benzoic acid